(2r,4S)-N-((1s,3S)-3-(3-(tert-Butyl)phenyl)cyclobutyl)-N-methyl-6-oxo-5-azaspiro[3.4]octane-2-carboxamide C(C)(C)(C)C=1C=C(C=CC1)C1CC(C1)N(C(=O)C1CC2(C1)NC(CC2)=O)C